4-(2-chlorotetrafluoroethyltetrafluoro-λ6-sulfanyl)toluene ClC(C(F)(F)S(C1=CC=C(C)C=C1)(F)(F)(F)F)(F)F